FC(CN1N=CC=2C1=NC(=CC2)N2CCC1(CC(N(C1)C1=NC(=NC(=C1)C(F)(F)F)C)=O)CC2)F 8-[1-(2,2-difluoroethyl)-1H-pyrazolo[3,4-b]pyridin-6-yl]-2-[2-methyl-6-(trifluoromethyl)pyrimidin-4-yl]-2,8-diazaspiro[4.5]decan-3-one